N1=C(C=CC=C1)CN(CC=1SC=CN1)CC=1C=C(OCCCCN)C=C(C1)CN(CC=1SC=CN1)CC1=NC=CC=C1 4-{3,5-bis-[(pyridin-2-ylmethyl-thiazol-2-ylmethyl-amino)-methyl]-phenoxy}-butylamine